5,6,7,8-tetrahydroisoquinolin-8-one hydrochloride Cl.C1=NC=CC=2CCCC(C12)=O